FC(C1=CC=C(C=N1)C1=CN(C=C1)C12CC(C1)(C2)NC(OC(C)(C)C)=O)(F)F tert-butyl (3-(3-(6-(trifluoromethyl)pyridin-3-yl)-1H-pyrrol-1-yl)bicyclo[1.1.1]pentan-1-yl)carbamate